(S)-(1-oxo-1-((2-(4'-(trifluoromethyl)-[1,1'-biphenyl]-4-yl) ethyl) amino) but-2-yl) carbamate C(N)(O[C@H](C(NCCC1=CC=C(C=C1)C1=CC=C(C=C1)C(F)(F)F)=O)CC)=O